tert-butyl (S)-3-(7-((1-(tert-butoxycarbonyl) piperidin-3-yl) amino)-3-cyanopyrazolo[1,5-a]pyrimidin-5-yl)-1H-indole-1-carboxylate C(C)(C)(C)OC(=O)N1C[C@H](CCC1)NC1=CC(=NC=2N1N=CC2C#N)C2=CN(C1=CC=CC=C21)C(=O)OC(C)(C)C